ethyl 3-((6-cyano-5-(methylseleno)pyridin-3-yl)amino)-2-hydroxy-2-methyl-3-oxopropanoate C(#N)C1=C(C=C(C=N1)NC(C(C(=O)OCC)(C)O)=O)[Se]C